FC1=CC(=C(C=C1)[C@H]1[C@@H](O[C@]([C@H]1C)(C(F)(F)F)C)C(=O)NC1=CC(=NC=C1)C(=O)N)OC (2R,3S,4S,5R)-4-[[3-(4-fluoro-2-methoxy-phenyl)-4,5-dimethyl-5-(trifluoromethyl)tetrahydrofuran-2-carbonyl]amino]pyridine-2-carboxamide